1-(8-bromoisoquinolin-4-yl)-3-(4-methoxybenzyl)dihydropyrimidine-2,4(1H,3H)-dione BrC=1C=CC=C2C(=CN=CC12)N1C(N(C(CC1)=O)CC1=CC=C(C=C1)OC)=O